COC=1C=C2C(=CC=NC2=CC1OC)OC1=CC=C(C2=CC=CC=C12)NC(=O)NC1=CC(=CC=C1)F 1-(4-((6,7-Dimethoxyquinolin-4-yl)oxy)naphthalen-1-yl)-3-(3-fluorophenyl)urea